N-((5-(2-((5,7-dimethyl-[1,2,4]triazolo[4,3-c]pyrimidin-3-yl)thio)acetyl)thiophen-2-yl)methyl)acetamide CC1=NC(=CC=2N1C(=NN2)SCC(=O)C2=CC=C(S2)CNC(C)=O)C